FC(C(C(C(F)(F)F)(C(F)(F)F)F)(F)F)(F)C(=O)C(C(C(C(F)(F)F)(C(F)(F)F)F)(F)F)(F)F perfluoro-isopentyl ketone